C1CCC2=C(C=CC=C12)NC1=NC=NC2=CC(=C(C=C12)OC1CCN(CC1)C(C=C)=O)OC 1-(4-((4-((2,3-dihydro-1H-inden-4-yl)amino)-7-methoxyquinazolin-6-yl)oxy)piperidin-1-yl)prop-2-en-1-one